(4aR,8aS)-6-(3-(2'-chloro-[1,1'-biphenyl]-4-yl)azetidine-1-carbonyl)hexahydro-2H-pyrido[4,3-b][1,4]oxazin-3(4H)-one ClC1=C(C=CC=C1)C1=CC=C(C=C1)C1CN(C1)C(=O)N1C[C@@H]2[C@@H](OCC(N2)=O)CC1